COC=1C(=CC=C2C=NNC12)NC1=NC=C(C(=N1)NC)C(F)(F)F N2-(7-methoxy-1H-indazol-6-yl)-N4-methyl-5-(trifluoromethyl)pyrimidine-2,4-diamine